N-(5,6-difluoro-1H-indol-3-yl)-1-phenyl-1H-1,2,4-triazole-3-carboxamide FC=1C=C2C(=CNC2=CC1F)NC(=O)C1=NN(C=N1)C1=CC=CC=C1